O=C1CC=NC2=CC=CC=C12 4-OXOCHINOLIN